N-(1-(2-(6-((2R,6S)-2,6-dimethylmorpholino)pyridin-2-yl)-1,6-naphthyridin-7-yl)-2-methoxyethyl)-1-(methyl-sulfonyl)-1H-indazole-6-carboxamide C[C@H]1O[C@H](CN(C1)C1=CC=CC(=N1)C1=NC2=CC(=NC=C2C=C1)C(COC)NC(=O)C1=CC=C2C=NN(C2=C1)S(=O)(=O)C)C